6-((Benzyl(methyl)amino)methyl)-N4-(2,5-dimethoxyphenyl)pyrimidine-2,4-diamine C(C1=CC=CC=C1)N(C)CC1=CC(=NC(=N1)N)NC1=C(C=CC(=C1)OC)OC